ClC1=CC(=C(COC2=CC=CC(=N2)C2CC(OC2)CC2=NC3=C(N2C[C@H]2OCC2)C=C(C=C3)C(=O)O)C=C1)F 2-((4-(6-((4-chloro-2-fluorobenzyl)oxy)pyridin-2-yl)tetrahydrofuran-2-yl)methyl)-1-(((S)-oxetan-2-yl)methyl)-1H-benzo[d]imidazole-6-carboxylic acid